COC(C(=O)NC(C(=O)O)CC)(C)C 2-(2-methoxy-2-methylpropanamido)butanoic acid